COCOC1=NN2C(C=CC(=C2)N2CCOCC2)=C1 4-(2-(methoxymethoxy)pyrazolo[1,5-a]pyridin-6-yl)morpholine